FC1=C2CCN(CC2=CC=C1CN1N=C(C(=C1)C(=O)NCC1=C(C(=CC=C1N1N=NC(=C1)C)OC)F)COC)C 1-[(5-fluoro-2-methyl-3,4-dihydro-1H-isoquinolin-6-yl)methyl]-N-{[2-fluoro-3-methoxy-6-(4-methyl-1,2,3-triazol-1-yl)phenyl]methyl}-3-(methoxymethyl)pyrazole-4-carboxamide